FC=1C=C2C(NN=C(C2=CC1F)[C@@H](C)N(C(=O)C=1NC2=CC(=CC=C2C1)F)C)=O (R)-N-(1-(6,7-difluoro-4-oxo-3,4-dihydrophthalazin-1-yl)ethyl)-6-fluoro-N-methyl-1H-indole-2-carboxamide